C1(=CC=CC=C1)C=1NC2=CC=CC=C2C1CC(=O)N (2-PHENYL-1H-INDOL-3-YL)ACETAMIDE